2-{[(1S)-1-{4-[(4-Acryloylpiperazin-1-yl)carbonyl]-3-fluorophenyl}ethyl]amino}-8-[(2S)-3-methylbutan-2-yl]pyrido[2,3-d]pyrimidin-7(8H)-on C(C=C)(=O)N1CCN(CC1)C(=O)C1=C(C=C(C=C1)[C@H](C)NC=1N=CC2=C(N1)N(C(C=C2)=O)[C@@H](C)C(C)C)F